(3R)- and (3S)-3-Cyclopentyl-3-[4-(7-[2-(trimethylsilyl)ethoxy]methyl-7H-pyrrolo[2,3-d]-pyrimidin-4-yl)-1H-pyrazol-1-yl]propanenitrile C1(CCCC1)[C@@H](CC#N)N1N=CC(=C1)C=1C2=C(N=CN1)N(C=C2)COCC[Si](C)(C)C |r|